CC1CCNC(COC=2C=NC=C(C3=NNC4=CC=C(O1)C=C34)C2)=O 13-methyl-7,14-dioxa-4,10,19,20-tetraazatetracyclo[13.5.2.12,6.018,21]tricosa-1(20),2,4,6(23),15,17,21-heptaen-9-one